5-chloro-3-[2-fluoro-3-[[(4-fluorophenyl)-methyl-sulfamoyl]amino]benzoyl]-1H-pyrrolo[2,3-b]pyridine ClC=1C=C2C(=NC1)NC=C2C(C2=C(C(=CC=C2)NS(N(C)C2=CC=C(C=C2)F)(=O)=O)F)=O